C12=CC=C(N1)C=C1C=CC(=N1)C=C1C=CC(N1)=CC=1C=CC(N1)=C2.C21=CC=C(N2)C=C2C=CC(=N2)C=C2C=CC(N2)=CC=2C=CC(N2)=C1.C12=CC=C(N1)C=C1C=CC(=N1)C=C1C=CC(N1)=CC=1C=CC(N1)=C2.C21=CC=C(N2)C=C2C=CC(=N2)C=C2C=CC(N2)=CC=2C=CC(N2)=C1.[Cu] copper tetraporphyrin